ClC1=CC2=C(C=N1)C(=NN2C2=NC(=CC(=C2)C)[C@]2(COCC2)OC)C2=COC=C2 (R)-6-chloro-3-(furan-3-yl)-1-(6-(3-methoxy-tetrahydrofuran-3-yl)-4-methylpyridin-2-yl)-1H-pyrazolo[4,3-c]pyridine